3-(Bis-(4-amino-phenyl)-methyl)-2,3-dihydro-isoindol-1-one NC1=CC=C(C=C1)C(C1NC(C2=CC=CC=C12)=O)C1=CC=C(C=C1)N